tert-butyl (S)-4,5-diamino-5-oxopentanoate hydrochloride salt Cl.N[C@@H](CCC(=O)OC(C)(C)C)C(=O)N